COC1=CC=C(C=C1)CON O-(4-methoxybenzyl)hydroxylamine